CC1=C(C=2N(C=C1C1=C(C3=C(N1C(=O)OC(C)(C)C)SC(=C3C)C3CCNCC3)C(C)C)N=CN2)C tert-butyl 5-(7,8-dimethyl-[1,2,4]triazolo[1,5-a]pyridin-6-yl)-4-isopropyl-3-methyl-2-(4-piperidyl)thieno[2,3-b]pyrrole-6-carboxylate